tert-butyl 9-(2-(4-((3R,5R)-5-((6-bromo-5-oxo-5H-thiazolo[3,2-a]pyrimidin-7-yl) amino)-1-methylpiperidin-3-yl) phenoxy) ethyl)-3,9-diazaspiro[5.5]undecane-3-carboxylate BrC1=C(N=C2N(C1=O)C=CS2)N[C@@H]2C[C@@H](CN(C2)C)C2=CC=C(OCCN1CCC3(CCN(CC3)C(=O)OC(C)(C)C)CC1)C=C2